C1=CC=C2C(=C1)C=NO2 The molecule is a benzoxazole in which the benzene ring is fused to a 1,2-oxazole ring across positions 4 and 5. It is a member of 1,2-benzoxazoles and a mancude organic heterobicyclic parent.